CN1N=C(C=C1)C=1OC(=CN1)C(=O)N1[C@H](C2=C(CC1)NC=N2)C2=NN1C(C(=CC=C1)C(F)(F)F)=C2 (R)-(2-(1-methyl-1H-pyrazol-3-yl)oxazol-5-yl)(4-(4-(trifluoromethyl)pyrazolo[1,5-a]pyridin-2-yl)-1,4,6,7-tetrahydro-5H-imidazo[4,5-c]pyridin-5-yl)methanone